C1(CC1)C1=C(C(=NO1)C1=C(C=CC=C1)OC(F)(F)F)C1=CC2(C1)CCN(CC2)C=2C=C1C(=CN2)N(C(=C1)C(=O)O)C 5-(2-(5-cyclopropyl-3-(2-(trifluoromethoxy)phenyl)isoxazol-4-yl)-7-azaspiro[3.5]non-1-en-7-yl)-1-methyl-1H-pyrrolo[2,3-c]pyridine-2-carboxylic acid